1-(6-cyano-3-oxabicyclo[3.1.0]hexan-6-yl)-5-((S)-2,2-dimethyltetrahydro-2H-pyran-4-yl)-N-methyl-N-phenyl-1H-indole-2-carboxamide C(#N)C1(C2COCC12)N1C(=CC2=CC(=CC=C12)[C@@H]1CC(OCC1)(C)C)C(=O)N(C1=CC=CC=C1)C